trans-N-[3-(4-cyclopropoxy-6-methoxypyrimidin-5-yl)-1-{[2-(trimethylsilyl)ethoxy]methyl}pyrrolo[2,3-b]pyridin-6-yl]-2-[(dimethylamino)methyl]cyclopropane-1-carboxamide C1(CC1)OC1=NC=NC(=C1C1=CN(C2=NC(=CC=C21)NC(=O)[C@H]2[C@@H](C2)CN(C)C)COCC[Si](C)(C)C)OC